N-(2'-(4-hydroxypiperidin-1-yl)-[4,4'-bipyridin]-2-yl)-3,4,5-trimethoxybenzamide OC1CCN(CC1)C1=NC=CC(=C1)C1=CC(=NC=C1)NC(C1=CC(=C(C(=C1)OC)OC)OC)=O